C1(CCC1)NC=1C2=C(N=C(N1)NC1=C(C=C(C=C1)N1C(CCC1)=O)OC)NC=C2C#N 4-(cyclobutylamino)-2-((2-methoxy-4-(2-oxopyrrolidin-1-yl)phenyl)amino)-7H-pyrrolo[2,3-d]pyrimidine-5-carbonitrile